ethyl 3-(2-chloro-4-nitro-phenyl)-3-oxo-propanoate ClC1=C(C=CC(=C1)[N+](=O)[O-])C(CC(=O)OCC)=O